(S,E)-1-(2-ethyl-4-(1-(((3-methyl-4-(thiophen-3-yl)benzyl)oxy)imino)ethyl)benzyl)pyrrolidine-3-carboxylic acid C(C)C1=C(CN2C[C@H](CC2)C(=O)O)C=CC(=C1)/C(/C)=N/OCC1=CC(=C(C=C1)C1=CSC=C1)C